tert-butyl 4-[(2-butyl-7-(hexahydro pyridin-4-yl)-4-(tert-butylamino)thieno[3,2-b]imidazo[4,5-d]pyridin-1-yl)methyl]hexahydropyridine-1-carboxylate C(CCC)C1=NC=2C(=C3C(=NC2NC(C)(C)C)C=C(S3)C3CCNCC3)N1CC1CCN(CC1)C(=O)OC(C)(C)C